N-(3-aminopropyl)-3-(6-fluoro-1-(2-methoxyethyl)-1H-benzo[d]imidazol-2-yl)-1H-indazole-5-carboxamide NCCCNC(=O)C=1C=C2C(=NNC2=CC1)C1=NC2=C(N1CCOC)C=C(C=C2)F